(E)-3-chloro-6-hydroxy-4-methoxy-2-methyl-5-((2E,4E)-3-methyl-5-((1R,2R,3R,6R)-1,2,6-trimethyl-3-(oxetan-3-ylamino)cyclohexyl)penta-2,4-dien-1-yl)benzaldehyde O-methyloxime CO\N=C\C1=C(C(=C(C(=C1O)C\C=C(\C=C\[C@@]1([C@H]([C@@H](CC[C@H]1C)NC1COC1)C)C)/C)OC)Cl)C